(RS)-4-Chloro-2-fluoro-N-(4-pyrrolidin-3-yl-phenyl)-benzamid ClC1=CC(=C(C(=O)NC2=CC=C(C=C2)[C@@H]2CNCC2)C=C1)F |r|